ClC1=C(C=CC(=C1)C(F)(F)F)NC(CN1C=2N(C(C(=C1CC)N1CC(NCC1)C)=O)N=C(N2)C2=CC1=C(COCC1)S2)=O N-(2-chloro-4-(trifluoromethyl)phenyl)-2-(2-(4,7-dihydro-5H-thieno[2,3-c]pyran-2-yl)-5-ethyl-6-(3-methylpiperazin-1-yl)-7-oxo-[1,2,4]triazolo[1,5-a]pyrimidin-4(7H)-yl)acetamide